N-[2-(4,4-difluoro-1-piperidyl)-6-(7,8-dihydro-5H-1,6-naphthyridin-6-yl)-4-methyl-3-pyridyl]-5-phenyl-oxazole-4-carboxamide FC1(CCN(CC1)C1=NC(=CC(=C1NC(=O)C=1N=COC1C1=CC=CC=C1)C)N1CC=2C=CC=NC2CC1)F